methyl 4-(3-methylisoxazol-5-yl)piperidine-4-carboxylate CC1=NOC(=C1)C1(CCNCC1)C(=O)OC